{4-[(tert-butyldimethylsilyl)oxy]-3-(1,3-dioxolan-2-yl)phenyl}-5-chloro-N2-{2-methoxy-4-[4-(4-methylpiperazin-1-yl)piperidin-1-yl]phenyl}pyrimidine-2,4-diamine [Si](C)(C)(C(C)(C)C)OC1=C(C=C(C=C1)C1=C(C(=NC(=N1)NC1=C(C=C(C=C1)N1CCC(CC1)N1CCN(CC1)C)OC)N)Cl)C1OCCO1